(5'S,7a'R)-1-[8-(1-methyl-1H-imidazol-4-yl)[1,2,4]triazolo[1,5-a]pyridin-5-yl]-5'-phenyltetrahydro-3'H-spiro[piperidine-4,2'-pyrrolo[2,1-b][1,3]oxazol]-3'-one CN1C=NC(=C1)C=1C=2N(C(=CC1)N1CCC3(C(N4[C@H](O3)CC[C@H]4C4=CC=CC=C4)=O)CC1)N=CN2